C(C)(C)(C)OC(=O)N1CC2(C1)CC(C(=C(C2)O)C2=C(C=C(C=C2C)C#CC)C)=O 7-(2,6-Dimethyl-4-prop-1-ynyl-phenyl)-8-hydroxy-6-oxo-2-azaspiro[3.5]non-7-ene-2-carboxylic acid tert-butyl ester